ClC1=C(C(=CC(=N1)C(=O)NC)NC1=CC2=C(N(C(N2)=O)C)C=C1)C#N 6-chloro-5-cyano-N-methyl-4-[(1-methyl-2-oxo-3H-benzimidazol-5-yl)amino]pyridine-2-carboxamide